O=C1N(CC2=CC=C(C=C12)C#CC1=CC=C(C=C1)CN1CCNCC1)[C@@H](C(=O)NC=1SC=CN1)C1=CC=CC=C1 |r| (2RS)-2-[1-Oxo-6-[2-[4-(piperazin-1-ylmethyl)phenyl]ethynyl]isoindolin-2-yl]-2-phenyl-N-thiazol-2-yl-acetamid